C(C)(C)(C)OC(=O)N1C2(CC2)CN(CC1)C1=CC(=C(C=C1)[N+](=O)[O-])F 7-(3-Fluoro-4-nitrophenyl)-4,7-diazaspiro[2.5]octane-4-carboxylic acid tert-butyl ester